NC=1C=C(C=C(C1)C(F)(F)F)[C@@H](C)NC(=O)C1=NN(C(C=C1)=O)C1=CC(=CC=C1)C=1OC=NN1 N-[(1R)-1-[3-amino-5-(trifluoromethyl)phenyl]ethyl]-1-[3-(1,3,4-oxadiazol-2-yl)phenyl]-6-oxo-1,6-dihydropyridazine-3-carboxamide